C(C)(C)(C)P(CCCC)C(C)(C)C Di-tert-butyl-(n-butyl)phosphine